5-chloro-2-(4-phenyl-4,5-dihydro-1H-pyrazol-3-yl)pyridine ClC=1C=CC(=NC1)C1=NNCC1C1=CC=CC=C1